(S)-2-((5-(2-(6-(dimethylamino)-2,6-dimethylheptan-3-yl)-2,6-diazaspiro[3.4]octan-6-yl)-1,2,4-triazin-6-yl)oxy)-N-ethyl-5-fluoro-N-isopropylbenzamide CN(C(CC[C@@H](C(C)C)N1CC2(C1)CN(CC2)C=2N=CN=NC2OC2=C(C(=O)N(C(C)C)CC)C=C(C=C2)F)(C)C)C